ClC1=CC=C(C=C1)[C@@]1(N(C(C2=CC(=CC(=C12)F)C(CN1CCN(CC1)C)(C)O)=O)CC1=NC=C(C=C1)Cl)OCC1(CC1)O (3R)-3-(4-Chlorophenyl)-2-[(5-chloropyridin-2-yl)methyl]-4-fluoro-6-[2-hydroxy-1-(4-methylpiperazin-1-yl)propan-2-yl]-3-[(1-hydroxycyclopropyl)methoxy]-2,3-dihydro-1H-isoindol-1-on